(E)-3-hexenyl (Z)-3-hexenoate C(C\C=C/CC)(=O)OCC\C=C\CC